(5-diphenylphosphanyl-9,9-dimethyl-xanthen-4-yl)-diphenylphosphane C1(=CC=CC=C1)P(C1=C2OC=3C(=CC=CC3C(C2=CC=C1)(C)C)P(C1=CC=CC=C1)C1=CC=CC=C1)C1=CC=CC=C1